C(C)[C@H]1/C(/CN2C(CCC12)=O)=C/COC ethyl-(S,Z)-2-(2-methoxyethylidene)-5-oxotetrahydro-1H-pyrrolizine